(R)-2-(5-(cyclopropylmethyl)-2-methoxyphenyl)-2-(trans-3-fluoro-4-((5-(5,6,7,8-tetrahydro-1,8-naphthyridin-2-yl)pentyl)oxy)pyrrolidin-1-yl)acetic acid C1(CC1)CC=1C=CC(=C(C1)[C@H](C(=O)O)N1C[C@H]([C@@H](C1)OCCCCCC1=NC=2NCCCC2C=C1)F)OC